N-(2-{8-[(2-cyano-2-methylideneethyl)amino]-7-methoxynaphthalen-2-yl}pyridin-4-yl)benzamide C(#N)C(CNC=1C(=CC=C2C=CC(=CC12)C1=NC=CC(=C1)NC(C1=CC=CC=C1)=O)OC)=C